(5-benzyl-2,6-dimethoxypyrimidin-4-yl)cyclohexanol 1,1,1,3,3,3-hexafluoropropan-2-yl-4-methyl-4-(methylamino)piperidine-1-carboxylate FC(C(C(F)(F)F)C1N(CCC(C1)(NC)C)C(=O)OC1(CCCCC1)C1=NC(=NC(=C1CC1=CC=CC=C1)OC)OC)(F)F